COC(NC=1C=CC=2C=3C=CN=C([C@H](CCCCC(NC2C1)=O)N)C3)=O ((S)-14-Amino-9-oxo-8,16-diaza-tricyclo[13.3.1.02,7]nonadeca-1(19),2(7),3,5,15,17-hexaen-5-yl)-carbamic acid methyl ester